[(3R)-1-(5-iodopyridin-2-yl)pyrrolidin-3-yl]methanol IC=1C=CC(=NC1)N1C[C@@H](CC1)CO